3,3-difluoro-N-(3-(2-((4-(4-methylpiperazin-1-yl)phenyl)amino)quinazolin-8-yl)phenyl)acrylamide FC(=CC(=O)NC1=CC(=CC=C1)C=1C=CC=C2C=NC(=NC12)NC1=CC=C(C=C1)N1CCN(CC1)C)F